ClC1=C(C(=NN1C)C1=NOC(=C1)C)C(=O)N1CC(CCC1)CN(C)CCC(C)(C)C (5-Chloro-1-methyl-3-(5-methylisoxazol-3-yl)-1H-pyrazol-4-yl)(3-(((3,3-dimethylbutyl)(methyl)amino)methyl)piperidin-1-yl)methanone